(3-Chlorophenyl)-[3-(2-phenylethynyl)-6,8-dihydro-5H-[1,2,4]triazolo[4,3-a]pyrazin-7-yl]methanone ClC=1C=C(C=CC1)C(=O)N1CC=2N(CC1)C(=NN2)C#CC2=CC=CC=C2